C(C)(C)(C)OC(=O)N[C@H](C(=O)OC(C)(C)C)CC1=CC2=C(N=C(S2)C#N)C=C1 tert-butyl (S)-2-((tert-butoxycarbonyl)amino)-3-(2-cyanobenzo[d]thiazol-6-yl)propanoate